FC(CC(C)N1N=CC=2C1=NC(=CC2)N)(F)F 1-(4,4,4-trifluorobutan-2-yl)-1H-pyrazolo[3,4-b]pyridin-6-amine